N1(C=NC=C1)C1=CN=CC(=N1)C(=O)NC1CCC(CC1)OC 6-(1H-imidazol-1-yl)-N-((1r,4r)-4-methoxycyclohexyl)pyrazine-2-carboxamide